(1R,3S,5R)-2-(2-(3-Acetyl-7-methyl-5-(2-methylpyrimidin-5-yl)-1H-indazol-1-yl)acetyl)-N-(6-bromo-4-methylpyridin-2-yl)-5-methyl-2-aza-bicyclo[3.1.0]hexane-3-carboxamide C(C)(=O)C1=NN(C2=C(C=C(C=C12)C=1C=NC(=NC1)C)C)CC(=O)N1[C@@H]2C[C@@]2(C[C@H]1C(=O)NC1=NC(=CC(=C1)C)Br)C